CO[C@@H]1C[C@H](CC1)NC1=NC(=NN2C1=C(C(=C2)C2=NN(C=C2)C)C(=O)NCC(F)(F)F)C=2N(C=CN2)C |r| rac-4-(((1S,3S)-3-Methoxycyclopentyl)amino)-2-(1-methyl-1H-imidazol-2-yl)-6-(1-methyl-1H-pyrazol-3-yl)-N-(2,2,2-trifluoroethyl)pyrrolo[2,1-f][1,2,4]triazine-5-carboxamide